N-(8-(methylamino)-5-((4-(methylamino)phenyl)ethynyl)-2,7-naphthyridin-3-yl)cyclopropanecarboxamide CNC=1N=CC(=C2C=C(N=CC12)NC(=O)C1CC1)C#CC1=CC=C(C=C1)NC